C(C=1C(C(=O)OCC(C)(C)C)=CC=CC1)(=O)OCC(C)(C)C di-neopentyl phthalate